pyrido[4,3-d]pyrimidin-4,7-diamine N1=CN=C(C2=C1C=C(N=C2)N)N